ClC=1C(=C2C(=C(N=C(C2=CN1)N1CC2CCC(C1)N2C(=O)OC(C)(C)C)C)C)F tert-butyl 3-(6-chloro-5-fluoro-3,4-dimethyl-2,7-naphthyridin-1-yl)-3,8-diazabicyclo[3.2.1]octane-8-carboxylate